C1(CC1)N1C(C2=CC=C(C=C2CC1)O)=O 2-cyclopropyl-6-hydroxy-3,4-dihydroisoquinolin-1(2H)-one